C(CCCCCCCCCCC)(=O)N([C@@H](C)C(=O)O)C N-lauroyl-N-methylalanine